6-chloro-4-isopropyl-1-(3-(methoxymethyl)azetidin-1-yl)-2,7-naphthyridine ClC=1C=C2C(=CN=C(C2=CN1)N1CC(C1)COC)C(C)C